BrC1=NN(C=C1)CCOCC 3-bromo-1-(2-ethoxyethyl)-1H-pyrazole